C(C)(C)N1N=C(C=C1)C1=C(C2=C(N=C(N=C2NCCCOC)C=2N(C=CN2)C)S1)C 6-(1-Isopropyl-1H-pyrazol-3-yl)-N-(3-methoxypropyl)-5-methyl-2-(1-methyl-1H-imidazol-2-yl)thieno[2,3-d]pyrimidin-4-amine